ClC=1C=NC=C(C1[C@@H](C)OC=1C=C2C(=NNC2=CC1)C1=CC=C(N=N1)N1CC(C1)(N)CC1=CC=NN1C)Cl (R)-1-(6-(5-(1-(3,5-dichloropyridin-4-yl)ethoxy)-1H-indazol-3-yl)pyridazin-3-yl)-3-((1-methyl-1H-pyrazol-5-yl)methyl)azetidin-3-amine